N,N-bis(2,4-dimethoxybenzyl)-2-(ethoxymethyl)-7-isopropoxy-1H-imidazo[4,5-d]pyridazin-4-amine COC1=C(CN(C2=C3C(=C(N=N2)OC(C)C)NC(=N3)COCC)CC3=C(C=C(C=C3)OC)OC)C=CC(=C1)OC